(S)-2-((tert-butoxycarbonyl)amino)-3-(2-cyano-4,5-difluorophenyl)propionic acid C(C)(C)(C)OC(=O)N[C@H](C(=O)O)CC1=C(C=C(C(=C1)F)F)C#N